FC1=C(OCCN2CCOCC2)C=CC=C1[N+](=O)[O-] 4-(2-(2-fluoro-3-nitrophenoxy)ethyl)morpholine